C1(CC1)CNC1=NN2C(N(C3=C(C2=O)CN(C3=O)C(C)C)CC(=O)NC3=NC=C(C=C3)F)=C1 2-{2-[(cyclopropylmethyl)amino]-5,8-dioxo-6-(propan-2-yl)-5,6,7,8-tetrahydro-4H-pyrazolo[1,5-a]pyrrolo[3,4-d]pyrimidin-4-yl}-N-(5-fluoropyridin-2-yl)acetamide